[bis(2-hydroxyethyl)amino]-2-(hydroxymethyl)propane-1,3-diol OCCN(CCO)C(C(CO)CO)O